CC1(OB(OC1(C)C)C=1C=NN(C1)C1(CC1)C#N)C 1-(4-(4,4,5,5-tetramethyl-1,3,2-dioxaborolan-2-yl)-1H-pyrazol-1-yl)cyclopropane-1-carbonitrile